lithium-selenium sulfide [Se]=S.[Li]